Cl.C(CCCCCCCCC)C1=C(C=C(C=C1)C1=NOC(=N1)C[C@H]1CNCC1)C(F)(F)F (S)-3-(4-decyl-3-(trifluoromethyl)phenyl)-5-(pyrrolidin-3-ylmethyl)-1,2,4-oxadiazole hydrochloride